7-chloro-2-methyl-6-((4-(4-methylpiperazin-1-yl)-3-(trifluoromethyl)phenyl)amino)quinoline-5,8-dione ClC1=C(C(C=2C=CC(=NC2C1=O)C)=O)NC1=CC(=C(C=C1)N1CCN(CC1)C)C(F)(F)F